5-ethyl-5-[(3-methyl-6-nitro-2-oxo-benzoimidazol-1-yl)methyl]oxazolidin-2-one C(C)C1(CNC(O1)=O)CN1C(N(C2=C1C=C(C=C2)[N+](=O)[O-])C)=O